CC1C(=C(C=2C(C(C(C(C12)C)C)C)(C)[Ti](C)(C)C)C)C 1,2,3,4,5,6,7-heptamethyl-4,5,6,7-tetrahydroindenyl-trimethyltitanium